CCCCCCC/C=C\CCCCCCCC(=O)OC[C@H](COP(=O)(O)OC[C@@H](C(=O)O)N)OC(=O)CC/C=C\C/C=C\C/C=C\C/C=C\C/C=C\C/C=C\CC 1-(9Z-heptadecenoyl)-2-(4Z,7Z,10Z,13Z,16Z,19Z-docosahexaenoyl)-glycero-3-phosphoserine